4-nitrophenyl (1-(thiophen-3-yl)butan-2-yl)carbamate S1C=C(C=C1)CC(CC)NC(OC1=CC=C(C=C1)[N+](=O)[O-])=O